2-[2-(3,4-difluoro-2-methyl-phenoxy)-4-methyl-5-(trifluoromethyl)-3-pyridinyl]-4-[(4-methoxyphenyl)methoxy]-1,6-naphthyridine-5-carbonitrile FC=1C(=C(OC2=NC=C(C(=C2C2=NC=3C=CN=C(C3C(=C2)OCC2=CC=C(C=C2)OC)C#N)C)C(F)(F)F)C=CC1F)C